4-(tetrahydro-2H-pyran-4-yl)benzoic acid O1CCC(CC1)C1=CC=C(C(=O)O)C=C1